C(C1=CC=CC=C1)[C@@H]1[C@H](C1)C=1C=2N(N=C(C1)C=1C(NC(NC1)=O)=O)C=CN2 5-(8-((1S,2R)-2-benzylcyclopropyl)imidazo[1,2-b]pyridazin-6-yl)pyrimidine-2,4(1H,3H)-dione